C1(CC1)C(C)(C)O 2-Cyclopropylpropan-2-ol